C(CCCCCCCCCCCCCCC(C)C)OC(CCCCCCCCC(=O)[O-])=O Isostearylsebacat